C(C)(C)(C)OC(=O)N1[C@H](C[C@@H](C1)N1N=C(C=2C(=NC=CC21)N)C#CC2=CC1=C(N(C=N1)CC)C=C2)COC (2r,4s)-4-(4-amino-3-((1-ethyl-1H-benzo[d]imidazol-5-yl)ethynyl)-1H-pyrazolo[4,3-c]pyridin-1-yl)-2-(methoxymethyl)pyrrolidine-1-carboxylic acid tert-butyl ester